C1OC=2C=C(C=CC2O1)CN(CC1=CC=C(C=C1)CNCC1=NC=CC=C1)C1CCCC=2C=CC=NC12 N-[(3,4-methylenedioxyphenyl)methyl]-N'-(2-pyridinylmethyl)-N-(5,6,7,8-tetrahydro-8-quinolinyl)-1,4-benzenedimethanamine